ClC=1C(=NC=CC1SC=1N=CC(=NC1)N1C[C@@H]2[C@]([C@@H]2CC1)(C1=C(C=CC=C1)F)CN)N1N=CC=C1 ((1S,6R,7R)-3-(5-((3-chloro-2-(1H-pyrazol-1-yl)pyridin-4-yl)thio)pyrazin-2-yl)-7-(2-fluorophenyl)-3-azabicyclo[4.1.0]heptan-7-yl)methanamine